(S)-2-amino-3-(4-(aminomethyl)phenyl)propanoic acid N[C@H](C(=O)O)CC1=CC=C(C=C1)CN